C(C)(C)(C)OC([C@@H](NC(=O)OC(C)(C)C)CO)=O (t-butoxycarbonyl)-L-serine t-butyl ester